N-[(6-Amino-2-pyridyl)sulfonyl]-2-(3,4-dimethyl-1-piperidyl)-6-(6-isopropoxy-3-pyridyl)pyridin-3-carboxamid NC1=CC=CC(=N1)S(=O)(=O)NC(=O)C=1C(=NC(=CC1)C=1C=NC(=CC1)OC(C)C)N1CC(C(CC1)C)C